The molecule is a benzoate ester that is the diester obtained by the formal condensation of two molecules of benzoic acid with the hydroxymethyl group at position 1 and the hydroxy group at position 4 of 1-(hydroxymethyl)cyclohex-5-ene-1,2,3,4-tetrol the (1S,4R,5S,6S stereoisomer). Isolated from the leaves of Uvaria kweichowensis, it exhibits antitumour activity. It has a role as a metabolite and an antineoplastic agent. It is a benzoate ester and a triol. It derives from a hydride of a cyclohexene. C1=CC=C(C=C1)C(=O)OC[C@@]2(C=C[C@@H]([C@H]([C@@H]2O)O)OC(=O)C3=CC=CC=C3)O